N1=C(N=CC=C1)C(=O)NC1=CC=C(C=C1)B(O)O 4-(pyrimidin-2-yl)formylaminophenylboronic acid